phenethylamine methanesulfonate CS(=O)(=O)O.C(CC1=CC=CC=C1)N